ClC1=C(CO[C@@H]2CC[C@H](CC2)C(=O)NCC2=C(C(=C(C=C2)C(F)(F)F)C=2NC(C(=C(N2)CC)F)=O)F)C=CC=C1 trans-4-[(2-chlorobenzyl)oxy]-N-[3-(4-ethyl-5-fluoro-6-oxo-1,6-dihydropyrimidin-2-yl)-2-fluoro-4-(trifluoromethyl)benzyl]cyclohexane-1-carboxamide